COC=1C=CC=C2C(=NC=NC12)N1C[C@](CCC1)(C)COCP(O)(O)=O (R)-(((1-(8-methoxyquinazolin-4-yl)-3-methylpiperidin-3-yl)methoxy)methyl)phosphonic acid